CC=1C=C2C=NN(C2=CC1C1C[C@@H]2[C@@H](CN(C2)C2CS(CCC2)(=O)=O)C1)C=1C=NN(C1)C 3-((3aR,5s,6aS)-5-(5-methyl-1-(1-methyl-1H-pyrazol-4-yl)-1H-indazol-6-yl)hexahydrocyclopenta[c]pyrrol-2(1H)-yl)tetrahydro-2H-thiopyran 1,1-dioxide